(S)-5-(tert-butyl)-N-(7-(2-((1-methyl-1H-pyrazol-4-yl)amino)pyrimidin-4-yl)-2,3,4,5-tetrahydro-1H-benzo[d]azepin-1-yl)-1,2,4-oxadiazole-3-carboxamide C(C)(C)(C)C1=NC(=NO1)C(=O)N[C@@H]1CNCCC2=C1C=CC(=C2)C2=NC(=NC=C2)NC=2C=NN(C2)C